COCC1C(NC2=C(O1)C=C(C=C2)[N+](=O)[O-])=O 2-(methoxymethyl)-7-nitro-2H-benzo[b][1,4]oxazin-3(4H)-one